9-triethoxysilyl-3,6-diazaNonylacetate C(C)O[Si](CCCNCCNCCCC(=O)[O-])(OCC)OCC